O[C@@]1(C(N(CC1)C)=O)C1=CN=C(S1)C1=NC(=CC=C1)C1=NC(=NC=C1)NC1=NN(C=C1)C (S)-3-Hydroxy-1-methyl-3-(2-(6-(2-((1-methyl-1H-pyrazol-3-yl)amino)pyrimidin-4-yl)pyridin-2-yl)thiazol-5-yl)pyrrolidin-2-one